dichloro-4,6'-diaminobiphenyl ClC=1C(=C(C=CC1N)C1=CC=CC=C1N)Cl